C(=O)C1=NC=C(N=C1)C=O 2,5-diformylpyrazine